7-bromo-8-((cis-4-hydroxycyclohexyl)oxy)-N-(3-((S-methylsulfonyl)methyl)phenyl)quinazoline BrC1=CC=C2C=NCN(C2=C1O[C@@H]1CC[C@@H](CC1)O)C1=CC(=CC=C1)CS(=O)(=O)C